(R)-1-(1-(2'-(1-Cyanocyclopropyl)-[1,1'-biphenyl]-4-yl)-2-hydroxyethyl)-3-(2-ethynylthiazol-4-yl)urea C(#N)C1(CC1)C1=C(C=CC=C1)C1=CC=C(C=C1)[C@H](CO)NC(=O)NC=1N=C(SC1)C#C